OC(C=1C=NC(=NC1)N1CC2CCC(C1)N2C(C=C)=O)C2=CC=C(C=C2)C2=CC1=C(N=CN=C1N1CCOCC1)N2 1-(3-(5-(hydroxy(4-(4-morpholino-7H-pyrrolo[2,3-d]pyrimidin-6-yl)phenyl)methyl)pyrimidin-2-yl)-3,8-diazabicyclo[3.2.1]octan-8-yl)prop-2-en-1-one